2-(2-((3R,4R)-3-Amino-4-fluoropiperidin-1-yl)-6-fluoro-1H-benzo[d]imidazol-1-yl)-1-((R)-3-methylmorpholino)ethan-1-on N[C@@H]1CN(CC[C@H]1F)C1=NC2=C(N1CC(=O)N1[C@@H](COCC1)C)C=C(C=C2)F